Cl.Cl.N1C2(C=CC3=CC=CN=C13)CNCC2 1'H-spiro[pyrrolidine-3,2'-[1,8]naphthyridine] dihydrochloride